tert-butyl 4-[1-(2,6-dioxo-3-piperidyl)-3,4-dihydro-2H-quinolin-5-yl]piperazine-1-carboxylate O=C1NC(CCC1N1CCCC2=C(C=CC=C12)N1CCN(CC1)C(=O)OC(C)(C)C)=O